ClC1=CC=C(C(=O)O)C=C1.C(C1=CC=CC=C1)(=O)O.C(C1=CC=CC=C1)(=O)O.CC(CC(C)O)O 2,4-pentanediol dibenzoate (p-chlorobenzoate)